CC1=CC=CC=2NC(=NC21)C=O 4-methyl-1H-benzimidazole-2-carbaldehyde